NC1=NC=C(C(=N1)CC1=C(C=C2[C@](NC(NC2=C1)=O)(C(F)(F)F)C#CC1CC1)F)F (S)-7-((2-amino-5-fluoropyrimidin-4-yl)methyl)-4-(cyclopropylethynyl)-6-fluoro-4-(trifluoromethyl)-3,4-dihydro-quinazolin-2(1H)-one